1,3-diamino-5-pentafluoroethylbenzene NC1=CC(=CC(=C1)C(C(F)(F)F)(F)F)N